ethyl N2-((E)-3-(4-methoxyphenyl)acryloyl)-N6-((E)-2-methylbut-2-enoyl)lysinate COC1=CC=C(C=C1)/C=C/C(=O)N[C@@H](CCCCNC(\C(=C\C)\C)=O)C(=O)OCC